FC(C(CC(=O)NC1=NC2=C(N1C1(CCC1)C)C=CC(=C2)F)(C)C)F 4,4-difluoro-N-(5-fluoro-1-(1-methylcyclobutyl)-1H-benzo[d]imidazol-2-yl)-3,3-dimethylbutanamide